ClC1=CC(=C2C=NNC2=C1)C1(C=C2C(CN(C2)C(=O)C2CCC2)=C1)O ((3ar,5r,6as)-5-(6-chloro-1H-indazol-4-yl)-5-hydroxycyclopenta[c]pyrrol-2(1H)-yl)(cyclobutyl)methanone